ClC=1C(=NC(=NC1)NC1CN(CC1)C=1C2=C(N=CN1)CNCC2)OC 5-chloro-4-methoxy-N-(1-(5,6,7,8-tetrahydropyrido[3,4-d]pyrimidin-4-yl)pyrrolidin-3-yl)pyrimidin-2-amine